5-Bromo-N-phenylpentanamide BrCCCCC(=O)NC1=CC=CC=C1